CN(C1CCC2(CCN(CC2)C(COC2=CC=CC=C2)=O)CC1)C=1C2=C(N=CN1)NC=C2 1-(9-(methyl(7H-pyrrolo[2,3-d]pyrimidin-4-yl)amino)-3-azaspiro[5.5]undecan-3-yl)-2-phenoxyethan-1-one